1,2,5,5a,6,7-hexahydro-6,11b-(epiminoethano)naphtho[1,2-c]azepin-3(4H)-one C1NC(CCC2C13C1=CC=CC=C1CC2NCC3)=O